(6aS,8S)-N-(2,4-difluorobenzyl)-8,11-dihydroxy-1,10-dioxo-1,3,4,5,6,7,8,10-octahydro-2,6a-methano[1,4]diazonino[9,1,2-cd]indolizine-9-carboxamide FC1=C(CNC(=O)C=2C(C(=C3N4[C@]5(C[C@@H](C24)O)CCCCN(C3=O)C5)O)=O)C=CC(=C1)F